C1(CC1)NC(C1=C(C(=C(C(=C1)CC1=C(C(=NC=C1)NS(NCC)(=O)=O)F)F)F)NC1=C(C=C(C=C1)I)F)=O N-cyclopropyl-5-[[2-(ethylsulfamoyl-amino)-3-fluoropyridin-4-yl]methyl]-3,4-difluoro-2-(2-fluoro-4-iodoanilino)benzamide